4-(4-bromo-2-methylbenzenesulfonyl)-1,2,2,5-tetramethyl-1,2,3,4-tetrahydroquinoxaline BrC1=CC(=C(C=C1)S(=O)(=O)N1CC(N(C2=CC=CC(=C12)C)C)(C)C)C